N[C@@H](CCCCN)C(=O)OC methyl Z-lysinate